[Ce].[Sc] scandium-cerium